C1(=CC=CC=C1)C1=C(C=CC(=C1)N)C1=CC=CC=C1 phenyl-4-biphenylamine